CC1=CC=C(C=C1)S(=O)(=O)Cl para-toluenesulfonic chloride